O1C=NC=C1C1=NNC2=CC=C(C=C12)N 3-(oxazol-5-yl)-1H-indazol-5-amine